2,2-bis-[4-(2-hydroxy-3-methacryloxypropoxy)phenyl]propane OC(COC1=CC=C(C=C1)C(C)(C)C1=CC=C(C=C1)OCC(COC(C(=C)C)=O)O)COC(C(=C)C)=O